(2-(2-amino-4-(benzyloxy)-3,3-dimethylbutyl)-7-methoxy-2H-indazol-3-yl)methanol NC(CN1N=C2C(=CC=CC2=C1CO)OC)C(COCC1=CC=CC=C1)(C)C